7,7-Dimethyl-5-(2-oxopropyl)-8-[(2S,3S,4R)-2,3,4,5-tetrahydroxypentyl]-1,5,7,8-tetrahydropteridine-2,4,6(3H)-trione CC1(C(N(C=2C(NC(NC2N1C[C@@H]([C@@H]([C@@H](CO)O)O)O)=O)=O)CC(C)=O)=O)C